lithium N-isopropylcyclohexylamide C(C)(C)[N-]C1CCCCC1.[Li+]